C(=O)O.C(=O)O.NC1(CC1)C1=CC=C(C=C1)C=1N=C2SC3=C(N2C1)C=CC(=C3)C(=O)NCCCN(CC)CC (4-(1-aminocyclopropyl)phenyl)-N-(3-(diethylamino)propyl)benzo[d]imidazo[2,1-b]thiazole-7-carboxamide diformate